C(C)(C)(C)OC(NCCC1=CNC2=CC=C(C=C12)OC(F)(F)F)=O (2-(5-(trifluoromethoxy)-1H-indol-3-yl)ethyl)carbamic acid tert-butyl ester